C12CCC(CC1)N2C[C@H]2[C@](C[C@@H](CC2)CCB(O)O)(C(=O)O)N |r| rac-(1R,2S,5R)-2-(7-azabicyclo[2.2.1]heptan-7-ylmethyl)-1-amino-5-(2-boronoethyl)cyclohexanecarboxylic acid